methyl (2R,3S)-2-(((cis-4-(2-methoxyphenyl)cyclohexyl)oxy)-methyl)-3-((methylsulfonyl)amino)piperidine-1-carboxylate COC1=C(C=CC=C1)[C@H]1CC[C@H](CC1)OC[C@@H]1N(CCC[C@@H]1NS(=O)(=O)C)C(=O)OC